N1C=C(C2=CC=CC=C12)CC=1NC(=NN1)[C@H]1N([C@@H]2CC[C@H]1C2)C(=O)NC(C)(C)C (1R,3S,4S)-3-(5-((1H-indol-3-yl)methyl)-4H-1,2,4-triazol-3-yl)-N-(tert-butyl)-2-azabicyclo[2.2.1]heptane-2-carboxamide